C(C=C)(=O)N1CCN(CC1)CC1=CC=C(C=C1)[C@H](C)NC=1N=C(C2=C(N1)N(C(C=C2)=O)C(C)C)NCC2=C(C=C(C=C2)OC)OC 2-{[(1S)-1-[4-[(4-acryloylpiperazin-1-yl)methyl]phenyl]ethyl]amino}-4-[(2,4-dimethoxybenzyl)amino]-8-(propan-2-yl)pyrido[2,3-d]pyrimidin-7(8H)-one